FC1=CC=C(C=C1)CC(=O)NC1=NC=CC(=C1)C1=C(C2=NC=CC=C2N1)C1=NC=CC=N1 2-(4-fluorophenyl)-N-{4-[3-(pyrimidin-2-yl)-1H-pyrrolo[3,2-b]pyridin-2-yl]pyridin-2-yl}acetamide